FC1=C(C=CC(=C1)F)C1=C(C=C2C(NC(NC2=C1SC[C@@H](CO)N(C)C)=O)=O)C(F)(F)F 7-(2,4-difluorophenyl)-8-[(2R)-2-(dimethylamino)-3-hydroxy-propyl]sulfanyl-6-(trifluoromethyl)-1H-quinazoline-2,4-dione